N[C@H](C(=O)O)CC1=CC=C(C=C1)CS(=O)(=O)O (S)-2-Amino-3-[4-(sulfomethyl)phenyl]propanoic acid